methyl(pyridin-2-ylimino)(4-(5-(trifluoromethyl)-1,2,4-oxadiazol-3-yl)phenyl)-λ6-sulfanone CS(=O)(C1=CC=C(C=C1)C1=NOC(=N1)C(F)(F)F)=NC1=NC=CC=C1